ClC=1C=C(C(=NC1)N1C(C(N(C(C1)=O)CC1=CC=C(C=C1)F)C12CC(C1)(C2)C(=O)OC)=O)F methyl 3-(4-(5-chloro-3-fluoropyridin-2-yl)-1-(4-fluorobenzyl)-3,6-dioxopiperazin-2-yl)bicyclo[1.1.1]pentane-1-carboxylate